tert-butyl (5-((3-chloro-2-fluorophenyl)carbamoyl)-2-methylphenyl)carbamate ClC=1C(=C(C=CC1)NC(=O)C=1C=CC(=C(C1)NC(OC(C)(C)C)=O)C)F